C(C)(=O)N(N(C(=O)C1=CC=2C3=C(C(=NC2C=C1)N)C=NN3C)CC3=CC=CC=1OC(OC13)(F)F)C N'-acetyl-4-amino-N-((2,2-difluorobenzo[d][1,3]dioxol-4-yl)methyl)-N',1-dimethyl-1H-pyrazolo[4,3-c]quinoline-8-carbohydrazide